FC(F)(F)C=1C(=NC=CC1)C1=CC=NC=C1 (trifluoromethyl)[2,4'-bipyridine]